tert-butyl-dimethyl-[[4-(1-methyl-1-piperazin-1-yl-ethyl)phenyl]methoxy]silane C(C)(C)(C)[Si](OCC1=CC=C(C=C1)C(C)(N1CCNCC1)C)(C)C